C1=CC=CC=2C3=CC=CC=C3N(C12)C1=CC=C(C=C1)B1OC(C)(C)C(C)(C)O1 4-(9H-carbazole-9-yl)phenylboronic acid pinacol ester